(R)-N-(2-chloro-3-((3,5-dimethyl-4-oxo-3,4-dihydroquinazolin-6-yl)amino)-4-fluorophenyl)-3-(methoxy-d3)pyrrolidine-1-sulfonamide trifluoroacetate FC(C(=O)O)(F)F.ClC1=C(C=CC(=C1NC=1C(=C2C(N(C=NC2=CC1)C)=O)C)F)NS(=O)(=O)N1C[C@@H](CC1)OC([2H])([2H])[2H]